C(C)(=O)C1=CNC2=C(C=CN=C12)C(=O)O 3-ACETYL-4-AZAINDOLE-7-CARBOXYLIC ACID